FC(C(=O)O)(F)F.CN1CCN(CC1)C1=CC=C(C=C1)NC=1C(=NC2=CC=CC=C2C1)C(=O)N (3-((4-(4-methylpiperazin-1-yl)phenyl)amino)quinoline-2-carboxamide) trifluoroacetate